2-(4-(tributylstannyl)thiazol-2-yl)propan-2-ol C(CCC)[Sn](C=1N=C(SC1)C(C)(C)O)(CCCC)CCCC